4-((2-fluoro-6-methoxybenzyl)amino)-2-((1-(2-(dimethylamino)ethyl)-1H-pyrazol-4-yl)amino)pyrimidin-5-carboxamide FC1=C(CNC2=NC(=NC=C2C(=O)N)NC=2C=NN(C2)CCN(C)C)C(=CC=C1)OC